2-(3-(Difluoromethyl)-1-((6-methylpyridin-2-yl)methyl)-1H-pyrazole-4-carbonyl)-3-hydroxy-5,5-dimethylcyclohex-2-en-1-one FC(C1=NN(C=C1C(=O)C=1C(CC(CC1O)(C)C)=O)CC1=NC(=CC=C1)C)F